4-[[2-(6-fluoro-4,4-dimethyl-2-oxo-chroman-7-yl)acetyl]amino]-N-[1-(trifluoromethyl)cyclopropyl]pyridine-2-carboxamide FC=1C=C2C(CC(OC2=CC1CC(=O)NC1=CC(=NC=C1)C(=O)NC1(CC1)C(F)(F)F)=O)(C)C